2-hydroxy-N-(5-nitro-1-(tetrahydro-2H-pyran-2-yl)-1H-indazol-3-yl)acetamide OCC(=O)NC1=NN(C2=CC=C(C=C12)[N+](=O)[O-])C1OCCCC1